FC1=CC=C(COC=2C=C3CCC(C3=CC2)=O)C=C1 5-((4-fluoro-benzyl)oxy)-2,3-dihydro-1H-inden-1-one